N[C@@H](COC1CC(C1)(F)F)C1=NC2=C(N1)C=C(C=C2)[C@H](NC(CC2CC(C2)(F)F)=O)C2CC2 N-((R)-(2-((R)-1-Amino-2-(3,3-difluorocyclobutoxy)ethyl)-1H-benzo[d]imidazol-6-yl)(cyclopropyl)methyl)-2-(3,3-difluorocyclobutyl)acetamide